C(C1=CC=CC=C1)(=O)O[C@H](C)C[C@@H](C)OC(C1=CC=CC=C1)=O (2R,4R)-(+)-2,4-pentanediol dibenzoate